3-{3-methyl-4-[methyl(pyrrolidin-3-yl)amino]-2-oxo-1,3-benzodiazol-1-yl}piperidine-2,6-dione CN1C(N(C2=C1C(=CC=C2)N(C2CNCC2)C)C2C(NC(CC2)=O)=O)=O